2-Chloro-9-(2-deoxy-2-fluoro-beta-D-arabinofuranosyl)-9H-purin-6-amine ClC1=NC(=C2N=CN(C2=N1)[C@H]1[C@H]([C@H](O)[C@H](O1)CO)F)N